3-CHLOROPROPANAL ClCCC=O